Dibromotriethylene glycol BrC(COCCOCCO)(Br)O